(3-(tert-butyl)-[1,1'-biphenyl]-2-yl)boric acid C(C)(C)(C)C=1C(=C(C=CC1)C1=CC=CC=C1)OB(O)O